L-4-methylimidazole CC=1N=CNC1